NC(CCC1C[C@H](N(C1=O)C1=NC(=CC(=C1)C(F)(F)F)C)C(=O)N(C)C1=CC(=C(C=C1)F)Cl)=O (2S)-4-(3-amino-3-oxopropyl)-N-(3-chloro-4-fluorophenyl)-N-methyl-1-(6-methyl-4-(trifluoromethyl)pyridin-2-yl)-5-oxopyrrolidine-2-carboxamide